COC(=O)C1=CC2=C(N=C(N2C[C@H]2OCC2)CN2CCC(CC2)C2=CC=CC=3OC(OC32)(C)C3=NC=C(C=C3)Cl)S1 methyl-2-((4-(2-(5-chloropyridin-2-yl)-2-methylbenzo[d][1,3]dioxol-4-yl)piperidin-1-yl)methyl)-1-(((S)-oxetan-2-yl)methyl)-1H-thieno[2,3-d]imidazole-5-carboxylate